3-((4-(4,4-dimethylcyclohexyl)phenyl)amino)cyclobutane-1-carboxylic acid CC1(CCC(CC1)C1=CC=C(C=C1)NC1CC(C1)C(=O)O)C